2,2'-((2-((2-aminoethyl)(2-(3-(2-((2-(bis(cyanomethyl)amino)ethyl)(cyanomethyl)amino)ethyl)-2-oxoimidazolidin-1-yl)ethyl)amino)ethyl)azanediyl)diacetonitrile NCCN(CCN(CC#N)CC#N)CCN1C(N(CC1)CCN(CC#N)CCN(CC#N)CC#N)=O